1-(3,3-difluoro-2-(p-tolyl)allyl)hydrazine-1-carboxylic acid tert-butyl ester C(C)(C)(C)OC(=O)N(N)CC(=C(F)F)C1=CC=C(C=C1)C